4-isopropyl-5-(8-methyl-[1,2,4]triazolo[1,5-a]pyridin-6-yl)-N-((1r,4r)-4-((pyrimidin-5-ylmethyl)amino)cyclohexyl)-1H-pyrazole-3-carboxamide C(C)(C)C=1C(=NNC1C=1C=C(C=2N(C1)N=CN2)C)C(=O)NC2CCC(CC2)NCC=2C=NC=NC2